BrC1=C(C=NC2=CC=C(C=C12)Cl)N1CCC(CC1)F 4-bromo-6-chloro-3-(4-fluoro-1-piperidyl)quinoline